3-isopropyl-6-(piperidin-3-ylthio)-N-(3-(trifluoromethoxy)phenyl)imidazo[1,2-b]pyridazin-8-amine hydrochloride Cl.C(C)(C)C1=CN=C2N1N=C(C=C2NC2=CC(=CC=C2)OC(F)(F)F)SC2CNCCC2